N-[5-[4-[(3-cyanopyrazin-2-yl)amino]cyclohexoxy]-7-morpholino-1,6-naphthyridin-3-yl]-N-[1-(3-methyl-2-nitro-imidazol-4-yl)ethyl]methanesulfonamide C(#N)C=1C(=NC=CN1)NC1CCC(CC1)OC1=C2C=C(C=NC2=CC(=N1)N1CCOCC1)N(S(=O)(=O)C)C(C)C=1N(C(=NC1)[N+](=O)[O-])C